C1(CC1)C=1N=C(C=2N(C1)C=C(N2)CNC2=CC=C1C=CC(=NC1=C2)[C@@H]2[C@H](C2)C2=NC=CC(=N2)C)N2C(N(C(C2)=O)C)=O |o1:24,25| (6-cyclopropyl-2-(((2-((1S*,2S*)-2-(4-methylpyrimidin-2-yl)cyclopropyl)quinolin-7-yl)amino)methyl)imidazo[1,2-a]pyrazin-8-yl)-3-methylimidazolidine-2,4-dione